3,4-bis(bromomethyl)-2-chloro-5-fluoro-6-methylpyridine BrCC=1C(=NC(=C(C1CBr)F)C)Cl